1-[3-(triethoxysilyl)-propyl]carbamoyloxy-4,4,5,5,6,6,7,7,8,8,9,9,12,12,13,13,14,14,15,15,16,16,17,17,17-pentacosafluoro-10-heptadecene C(C)O[Si](CCCNC(=O)OCCCC(C(C(C(C(C(C=CC(C(C(C(C(C(F)(F)F)(F)F)(F)F)(F)F)(F)F)(F)F)(F)F)(F)F)(F)F)(F)F)(F)F)(F)F)(OCC)OCC